tert-butyl (2R,5R)-2-[2-(4-{3-[(3-chloro-2-methoxyphenyl)amino]-4-oxo-1H,5H,6H,7H-pyrrolo[3,2-c]pyridin-2-yl}pyridin-3-yl)ethynyl]-5-methylpyrrolidine-1-carboxylate ClC=1C(=C(C=CC1)NC1=C(NC2=C1C(NCC2)=O)C2=C(C=NC=C2)C#C[C@@H]2N([C@@H](CC2)C)C(=O)OC(C)(C)C)OC